diethyl 3,5-di-t-butyl-4-hydroxybenzyl phosphite P(OCC)(OCC)OCC1=CC(=C(C(=C1)C(C)(C)C)O)C(C)(C)C